(cis)-3-((4-bromo-2-nitro-6-(trifluoromethyl)phenyl)amino)-1-methylcyclobutan-1-ol BrC1=CC(=C(C(=C1)C(F)(F)F)NC1CC(C1)(O)C)[N+](=O)[O-]